(trifluoromethyl)-7,8-dihydro-5H-1,6-naphthyridine FC(F)(F)C1=NC=2CCNCC2C=C1